4-(6-(4-chlorophenyl)-4-(5-nitrothiophene-2-carboxamido)-1H-pyrazolo[3,4-d]pyrimidin-1-yl)piperidine-1-carboxylic acid tert-butyl ester C(C)(C)(C)OC(=O)N1CCC(CC1)N1N=CC=2C1=NC(=NC2NC(=O)C=2SC(=CC2)[N+](=O)[O-])C2=CC=C(C=C2)Cl